C1(CCCC1)C1=C(C=C(C=C1OC)\C=C\C1=CC(=CC=C1)F)OC (E)-2-cyclopentyl-5-(3-fluorostyryl)-1,3-dimethoxybenzene